FC(C1(CC1)C1=NN=C(S1)N)(F)F 5-(1-(trifluoromethyl)cyclopropyl)-1,3,4-thiadiazol-2-amine